oxalic acid mono-3-butynyl monopropyl ester C(CC)OC(C(=O)OCCC#C)=O